N-(4-Fluoro-3-methylphenyl)-7-methyl-2-(1,2,4-oxadiazol-3-carbonyl)-2,3,3a,4,10,10a-hexahydro-1H,7H-dipyrrolo[3,4-b:3',4'-f][1,4,5]oxathiazocin-8-carboxamid-5,5-dioxid FC1=C(C=C(C=C1)NC(=O)C=1N(C=C2C1OCC1C(NS2(=O)=O)CN(C1)C(=O)C1=NOC=N1)C)C